C(C)(C)(C)OC(=O)N1C[C@]([C@H](C1)CC=C)(C(=O)OCC1=CC=CC=C1)N (3R,4S)-4-allyl-3-aminopyrrolidine-1,3-dicarboxylic acid 3-benzyl ester 1-tert-butyl ester